4-butylidene-hexadecanedicarboxylate C(CCC)=C(CCC(C(=O)[O-])C(=O)[O-])CCCCCCCCCCCC